6-((1-(2-((tert-butyldimethylsilyl)oxy)ethyl)-1H-pyrazol-4-yl)sulfonyl)-2-((1-(tetrahydro-2H-pyran-2-yl)-1H-pyrazol-3-yl)methyl)phthalazin-1(2H)-one [Si](C)(C)(C(C)(C)C)OCCN1N=CC(=C1)S(=O)(=O)C=1C=C2C=NN(C(C2=CC1)=O)CC1=NN(C=C1)C1OCCCC1